6-tert-octyl-3,4-xylenol C(C)(C)(CC(C)(C)C)C1=CC(=C(C=C1O)C)C